CC(CCCCCC)N1C(=O)C2C3C=CC(C2C1=O)C3 N-(1-methylheptyl)-bicyclo[2.2.1]Hept-5-ene-2,3-dicarboximide